(2S)-2-({5-[(1R)-1-[(5-chloro-2-methylpyridin-3-yl)amino]propyl]thiophen-2-yl}formamido)-3-cyclopentyl-N-[(1R)-2,2-difluorocyclopropyl]propanamide ClC=1C=C(C(=NC1)C)N[C@H](CC)C1=CC=C(S1)C(=O)N[C@H](C(=O)N[C@H]1C(C1)(F)F)CC1CCCC1